C(#N)C=1C=NC2=CC(=C(C=C2C1O)NC(C)=O)OCC 3-cyano-4-hydroxy-6-acetamido-7-ethoxyquinoline